CN1N=CC(=C1)C=1C=C(C=NC1)C(CC(=O)O)N1N=CC2=CC(=CC=C12)OCCC1=NC=2NCCCC2C=C1 3-(5-(1-methyl-1H-pyrazol-4-yl)pyridin-3-yl)-3-(5-(2-(5,6,7,8-tetrahydro-1,8-naphthyridin-2-yl)ethoxy)-1H-indazol-1-yl)propionic acid